C1CCC12CC=C(CC2)C(=O)OC=2C(=NC=CC2)C2=CN=C(N2C)CN(C)C (2-((dimethylamino)methyl)-1-methyl-1H-imidazol-5-yl)pyridin-3-ol spiro[3.5]non-6-ene-7-carboxylate